ClC1=C(C=CC=C1)N1CSC=C1CN(C)C 3-(2-chlorophenyl)-4-((dimethylamino)methyl)thiazol